C(C)(=O)OC1=C(C=C(C=C)C=C1OC)OC 4-acetoxy-3,5-dimethoxystyrene